N-methyl-N-ethylmorpholinium C[N+]1(CCOCC1)CC